C(C)(=O)SCCC(=O)Cl 3-(acetylthio)propionic acid chloride